NC1CN(CC1F)C1=CC=C(C=C1)N1C=NC(=C1)NC=1N=CC(=NC1)C#N 5-((1-(4-(3-Amino-4-fluoropyrrolidin-1-yl)phenyl)-1H-imidazol-4-yl)amino)pyrazine-2-carbonitrile